lead-silicon-boron [B].[Si].[Pb]